Iminomalonate N=C(C(=O)[O-])C(=O)[O-]